2-(6-[[(1R,2R,3S,5S)-2-fluoro-8-azabicyclo[3.2.1]octan-3-yl](methyl)amino]-1,2,4-triazin-3-yl)-5-(5-methyl-1,2,4-oxadiazol-3-yl)phenol F[C@@H]1[C@H]2CC[C@@H](C[C@@H]1N(C1=CN=C(N=N1)C1=C(C=C(C=C1)C1=NOC(=N1)C)O)C)N2